C\C(=C/C)\B1OC(C)(C)C(C)(C)O1 (Z)-2-buten-2-ylboronic acid pinacol ester